BrC=1C(N(C(=CC1OCC1=NC=CC=C1F)C)C1=CC(=NC=C1C)C1=NC(=CC=C1)C(C)(C)O)=O (M)-3-bromo-4-((3-fluoropyridin-2-yl)methoxy)-6''-(2-hydroxypropan-2-yl)-5',6-dimethyl-2H-[1,4':2',2''-terpyridin]-2-one